1-(2,3-dichlorophenyl)-(R,R)-1,2-propanediol tert-butyl-(R)-(1-(4-(trifluoromethyl)phenyl)piperidin-3-yl)carbamate C(C)(C)(C)N(C(O)=O)[C@H]1CN(CCC1)C1=CC=C(C=C1)C(F)(F)F.ClC1=C(C=CC=C1Cl)[C@H]([C@@H](C)O)O